[Si](C)(C)(C(C)(C)C)OC=1C=C2C(=NN(C2=CC1)C1OCCCC1)C1=CN=C(S1)COCCCOCCO 2-[3-[[5-[5-[tert-butyl(dimethyl)silyl]oxy-1-tetrahydropyran-2-yl-indazol-3-yl]thiazol-2-yl]methoxy]propoxy]ethanol